C(C1=CC=CC=C1)C(=O)[O-].CN1C=[N+](C=C1)CCCCCCO 1-methyl-3-(6-hydroxyhexyl)imidazolium 1-Benzyl-formate